NC=1C=CC2=C(N(C(N2C)=O)CC2(CN(C(O2)=O)C)C(C)(C)O)C1 5-((6-amino-3-methyl-2-oxo-2,3-dihydro-1H-benzo[d]imidazol-1-yl)methyl)-5-(2-hydroxypropan-2-yl)-3-methyloxazolidin-2-one